(S)-N-{(S)-1-[2-(benzo[d]isoxazol-3-yl)phenyl]-2-(6-fluoropyridine-2-yl)ethyl}-2-methylpropane-2-sulfinamide O1N=C(C2=C1C=CC=C2)C2=C(C=CC=C2)[C@H](CC2=NC(=CC=C2)F)N[S@@](=O)C(C)(C)C